C[C@@H]1N(CCCC1)CCO (S)-2-(2-methylpiperidin-1-yl)ethan-1-ol